N-(5-(2,6-Difluoro-4-methoxyphenyl)-2-(6-(2-hydroxyethoxy)-4-methoxypyridin-2-yl)-1-methyl-3-oxo-2,3-dihydro-1H-pyrazol-4-yl)-4-(difluoromethoxy)benzamide FC1=C(C(=CC(=C1)OC)F)C1=C(C(N(N1C)C1=NC(=CC(=C1)OC)OCCO)=O)NC(C1=CC=C(C=C1)OC(F)F)=O